Methyl (S)-2-((4-(6-((4-cyano-2-fluorobenzyl)oxy)pyridin-2-yl)-5-methyl-6-oxopyridazin-1(6H)-yl)methyl)-1-(oxetan-2-ylmethyl)-1H-benzo[d]imidazole-6-carboxylate C(#N)C1=CC(=C(COC2=CC=CC(=N2)C=2C=NN(C(C2C)=O)CC2=NC3=C(N2C[C@H]2OCC2)C=C(C=C3)C(=O)OC)C=C1)F